3-(2-fluoro-4-methoxyphenyl)-5-(4-(4-methylpiperazin-1-yl)phenyl)-1H-pyrazolo[3,4-b]pyridine FC1=C(C=CC(=C1)OC)C1=NNC2=NC=C(C=C21)C2=CC=C(C=C2)N2CCN(CC2)C